potassium dititanium [Ti].[Ti].[K]